(R)-4-((3S,8S,9S,10R,13R,14S,17R)-3-hydroxy-10,13-dimethyl-2,3,4,7,8,9,10,11,12,13,14,15,16,17-tetradecahydro-1H-cyclopenta[a]phenanthren-17-yl)-1-(1,2-oxazepan-2-yl)pentan-1-one O[C@H]1CC[C@@]2([C@H]3CC[C@@]4([C@H](CC[C@H]4[C@@H]3CC=C2C1)[C@@H](CCC(=O)N1OCCCCC1)C)C)C